N1=CC(=CC=C1)C(=O)N1CCN(CC1)CC1=CC=C(C=C1)C(F)(F)F pyridin-3-yl(4-(4-(trifluoromethyl)benzyl)piperazin-1-yl)methanone